NC(C(=O)NCCN(CC(N1CCCC1)=O)C)(C)C 2-amino-2-methyl-N-(2-(methyl-(2-oxo-2-(pyrrolidin-1-yl)ethyl)amino)ethyl)propanamide